C(CCCCCCCCCCCCCCCCCCCCC)CN(C)CCCN behenyl-aminopropyl-dimethyl-amine